2-chloro-6-methoxy-pyrimidine-4-carboxylic acid {4-[2-((4S,5S)-2-amino-5-methyl-4,5-dihydro-oxazol-4-yl)-ethyl]-phenyl}-amide NC=1O[C@H]([C@@H](N1)CCC1=CC=C(C=C1)NC(=O)C1=NC(=NC(=C1)OC)Cl)C